1,2-dichloro-4-methyl-5-nitrobenzene ClC1=C(C=C(C(=C1)[N+](=O)[O-])C)Cl